C(C)(C)(C)OC(=O)N1CCC(=CC1)C1=C(C=C(C=C1)NC=1C(=NC(=CC1)OCC1=CC=CC=C1)OCC1=CC=CC=C1)C 4-[4-[(2,6-dibenzyloxy-3-pyridinyl)amino]-2-methyl-phenyl]-3,6-dihydro-2H-pyridine-1-carboxylic acid tert-butyl ester